1-(2-(4-(4-(5-(2,4,4-trimethylpentan-2-yl)benzo[d]oxazol-2-yl)styryl)phenyl)benzo[d]oxazol-5-yl)-1H-pyrrole-2,5-dione CC(C)(CC(C)(C)C)C=1C=CC2=C(N=C(O2)C2=CC=C(C=CC3=CC=C(C=C3)C=3OC4=C(N3)C=C(C=C4)N4C(C=CC4=O)=O)C=C2)C1